FC=1C=C(CNCCCCOC2CN(C2)C2=NC3=C(C4=CN=CC=C24)C=CC(=C3)C(=O)O)C=C(C1OC(F)(F)F)F 5-(3-(4-((3,5-difluoro-4-(trifluoromethoxy)benzyl)amino)butoxy)azetidin-1-yl)benzo[c][2,6]naphthyridine-8-carboxylic acid